ethyl (R,Z)-3-((5-(bicyclo[1.1.1]pentan-1-yl)-3-(2-methoxyethyl)-2-methyl-7-(methylthio)-1,1-dioxido-2,3,4,5-tetrahydrobenzo[f][1,2,5]thiadiazepin-8-yl)oxy)-2-fluoroacrylate C12(CC(C1)C2)N2C[C@H](N(S(C1=C2C=C(C(=C1)O\C=C(\C(=O)OCC)/F)SC)(=O)=O)C)CCOC